4-(((S)-1-(2-Chlorophenyl)ethyl)amino)-N-((R,E)-4-(methylsulfonyl)but-3-en-2-yl)benzamide ClC1=C(C=CC=C1)[C@H](C)NC1=CC=C(C(=O)N[C@H](C)\C=C\S(=O)(=O)C)C=C1